C=1(C(=CC=C2C=CC=CC12)N)C=1C(=CC=C2C=CC=CC12)N racemic-1,1'-binaphthyl-2,2'-diamine